C1(CC1)CNC1=NC(=CC2=C1N=C(N=C2)N[C@@H]2COCC[C@@H]2NC(C=C)=O)C2=C(C(=CC(=C2Cl)OC)OC)Cl N-((3S,4S)-3-((8-((cyclopropylmeth-yl)amino)-6-(2,6-dichloro-3,5-dimeth-oxyphenyl)pyrido[3,4-d]pyrimidin-2-yl)amino)tetrahydro-2H-pyran-4-yl)acrylamide